C(C)(C)N1C(=CC2=C1N=C(S2)C2CCN(CC2)CC2(COC2)C)C=2C=C(C=1N(C2)N=CN1)C isopropyl-5-(8-methyl-[1,2,4]triazolo[1,5-a]pyridin-6-yl)-2-(1-((3-methyloxetan-3-yl)methyl)piperidin-4-yl)-4H-pyrrolo[2,3-d]thiazole